2-(1H-imidazole-5-yl)acetic acid N1C=NC=C1CC(=O)O